C(C)(C)(C)OC(=O)N1CC2CCC(C1)N2CCO 8-(2-hydroxyethyl)-3,8-diazabicyclo[3.2.1]octane-3-carboxylic acid tert-butyl ester